C(=O)(O)C1=CC=CC(=N1)CNCCNCC1=NC(=CC=C1)C(=O)O N,N'-bis(6-carboxy-2-pyridylmethyl)-ethylenediamin